(S)-4-(2,3-dichloro-6-hydroxyphenyl)-1-(oxetan-3-yl)pyrrolidin-2-one ClC1=C(C(=CC=C1Cl)O)[C@@H]1CC(N(C1)C1COC1)=O